N-(2-bromo-5-fluoro-4-methyl-phenyl)-2-hydroxyimino-acetamide BrC1=C(C=C(C(=C1)C)F)NC(C=NO)=O